COC(C[C@H]1CN(CC(C1)(F)F)C=1C(=NC(=CC1)C=1N=NN(C1CN)C)CC)=O (R)-2-(1-(6-(5-(aminomethyl)-1-methyl-1H-1,2,3-triazol-4-yl)-2-ethylpyridin-3-yl)-5,5-difluoropiperidin-3-yl)acetic acid methyl ester